3-(5-(2-methyl-[1,1'-biphenyl]-3-yl)-4H-1,2,4-triazol-3-yl)benzaldehyde CC1=C(C=CC=C1C=1NC(=NN1)C=1C=C(C=O)C=CC1)C1=CC=CC=C1